(S)-1-(4-((4-((2-fluoro-4-((2-(2-isopropylmorpholino)pyridin-4-yl)oxy)phenyl)amino)-7-methoxyquinazolin-6-yl)amino)piperidin-1-yl)prop-2-en-1-one FC1=C(C=CC(=C1)OC1=CC(=NC=C1)N1C[C@@H](OCC1)C(C)C)NC1=NC=NC2=CC(=C(C=C12)NC1CCN(CC1)C(C=C)=O)OC